FC(COC1=CC=CC=C1)(F)F 2-(2,2,2-trifluoroethoxy)benzene